6-chloro-N-(5-chloro-3-fluoro-6-methylpyridin-2-yl)-1H-indole-3-sulfonamide ClC1=CC=C2C(=CNC2=C1)S(=O)(=O)NC1=NC(=C(C=C1F)Cl)C